3-Hydroxy-2-(1-((4-(3-methoxypropoxy)-3-methylpyridin-2-yl)methyl)-3-(trifluoromethyl)-1H-pyrazole-4-carbonyl)cyclohex-2-en-1-one OC1=C(C(CCC1)=O)C(=O)C=1C(=NN(C1)CC1=NC=CC(=C1C)OCCCOC)C(F)(F)F